FC1=C(C=C(C=C1)NC(=O)C1=C(N(C(=C1C)C(C(=O)N1CC(C(CC1)O)(C)C)=O)C)C)C N-(4-fluoro-3-methylphenyl)-5-(2-(4-hydroxy-3,3-dimethylpiperidin-1-yl)-2-oxoacetyl)-1,2,4-trimethyl-1H-pyrrole-3-carboxamide